Cl.COC(=O)C1CC(CC1)N.C(=CCCCCC)C1CC=CCC1C=CCCCCC 4,5-di-(1-heptenyl)cyclohexene Methyl-3-aminocyclopentanecarboxylate hydrochloride